2-(2,2-Dimethylbenzo[d][1,3]dioxol-5-yl)ethan-1-ol CC1(OC2=C(O1)C=CC(=C2)CCO)C